amino-3-cyanopyran tert-Butyl-N-[1-(4-chloropyrido[3,2-d]pyrimidin-6-yl)azetidin-3-yl]carbamate C(C)(C)(C)OC(NC1CN(C1)C=1C=CC=2N=CN=C(C2N1)Cl)=O.NC1OC=CC=C1C#N